2'''-(2-(4-(3-oxo-3-(2,3,5,6-tetrafluorophenoxy)-propyl) benzyl)-1,4,7,10-tetraazacyclododecane-1,4,7,10-tetrayl) tetraacetate C(C)(=O)ON1C(CN(CCN(CCN(CC1)OC(C)=O)OC(C)=O)OC(C)=O)CC1=CC=C(C=C1)CCC(OC1=C(C(=CC(=C1F)F)F)F)=O